CCCCC(CCCCCC)=O 5-Undecanon